S(=O)(=O)(O)O.C1N2C=3C(NC(=NC3NC[C@@H]2CN1C1=CC=C(C(N[C@@H](CCC(=O)O)C(=O)O)=O)C=C1)N)=O.C1N2C=3C(NC(=NC3NC[C@@H]2CN1C1=CC=C(C(N[C@@H](CCC(=O)O)C(=O)O)=O)C=C1)N)=O 5,10-methylene-(6R)-tetrahydrofolic acid hemisulfate